7-cyclopentyl-2-((5-(4-(2-(2,6-dioxopiperidin-3-yl)benzyl)piperazin-1-yl)pyridin-2-yl)amino)-N,N-dimethyl-7H-pyrrolo[2,3-d]pyrimidine-6-carboxamide C1(CCCC1)N1C(=CC2=C1N=C(N=C2)NC2=NC=C(C=C2)N2CCN(CC2)CC2=C(C=CC=C2)C2C(NC(CC2)=O)=O)C(=O)N(C)C